CC1=NN2C(N=C(C=C2NCC2(CCN(CC2)C)C2=CC=CC=C2)C)=C1 2,5-dimethyl-N-[(1-methyl-4-phenyl-4-piperidinyl)methyl]-pyrazolo[1,5-a]pyrimidin-7-amine